C(C1=CC=CC=C1)OC(=O)N1[CH-]OC([C@@H]1CC(=O)O)=O (S)-2-(3-((benzyloxy)carbonyl)-5-oxooxazolid-4-yl)acetic acid